COC(=O)C12C(CC(CC1)(CC2)C(=O)O)=O 4-(methoxycarbonyl)-3-oxo-bicyclo[2.2.2]octane-1-carboxylic acid